FC=1C=C(C=CC1C=1N=C(SC1)NC=1C(=NN(C1)CCOC)C)N1C(CCC1)=O 1-(3-Fluoro-4-{2-[1-(2-methoxy-ethyl)-3-methyl-1H-pyrazol-4-ylamino]-thiazol-4-yl}-phenyl)-pyrrolidin-2-one